C(C1=CC=CC=C1)N1CCC(CC1)CN1CC(C2=NC=CC=C21)(C)C N-((1-benzylpiperidin-4-yl)methyl)-3,3-dimethyl-2,3-dihydro-1H-pyrrolo[3,2-b]pyridine